(S)-N-(1-(4,6-dichloropyridin-2-yl)cyclopropyl)-3-(2,4-difluorophenyl)-3-hydroxybutanamide ClC1=CC(=NC(=C1)Cl)C1(CC1)NC(C[C@](C)(O)C1=C(C=C(C=C1)F)F)=O